5-(Furan-2-yl)-6-(4-methylquinazolin-6-yl)-1,2,4-triazin-3-amine O1C(=CC=C1)C=1N=C(N=NC1C=1C=C2C(=NC=NC2=CC1)C)N